tert-butyl 4-[4-[3-cyano-4-(1-methylpyrazolo[3,4-c]pyridin-7-yl)sulfanyl-pyrazolo[1,5-a]pyridin-6-yl]-5-methyl-pyrazol-1-yl]piperidine-1-carboxylate C(#N)C=1C=NN2C1C(=CC(=C2)C=2C=NN(C2C)C2CCN(CC2)C(=O)OC(C)(C)C)SC=2N=CC=C1C2N(N=C1)C